BrC1=C(C=C2N=CC=3N(C(N4C[C@@H](OC1=C2C34)CN(C)C)=O)C)F (S)-7-bromo-9-((dimethylamino)methyl)-6-fluoro-2-methyl-9,10-dihydro-8-oxa-2,4,10a-triazanaphtho[2,1,8-cde]azulen-1(2H)-one